5,10,15,20-tetra(4-methoxyphenyl)-21H,23H-porphine cobalt [Co].COC1=CC=C(C=C1)C=1C2=CC=C(N2)C(=C2C=CC(C(=C3C=CC(=C(C=4C=CC1N4)C4=CC=C(C=C4)OC)N3)C3=CC=C(C=C3)OC)=N2)C2=CC=C(C=C2)OC